6-(pyridazin-3-yl)-5-(trifluoromethyl)pyridin-3-amine N1=NC(=CC=C1)C1=C(C=C(C=N1)N)C(F)(F)F